O=C1C(=CC(=CN1)[C@@H](C)ONC(=O)C=1CCN(CC1)C1=NC=C(C=C1)C(F)(F)F)C(F)(F)F (R)-N-(1-(6-oxo-5-(trifluoromethyl)-1,6-dihydropyridin-3-yl)ethoxy)-5'-(trifluoromethyl)-3,6-dihydro-2H-[1,2'-bipyridine]-4-carboxamide